FC1=C(N)C=CC(=C1C=1C=CC=2N(C1)C=NC2C2=NC1=C(N2COCC[Si](C)(C)C)C=CC=C1)F 2,4-difluoro-3-[1-(1-[[2-(trimethylsilyl)ethoxy]methyl]-1,3-benzodiazol-2-yl)imidazo[1,5-a]pyridin-6-yl]aniline